2-hydroxymethyl-2-methylpentanoic acid OCC(C(=O)O)(CCC)C